OC=1C(N(C=CC1)C)=O 3-hydroxy-1-methylpyridin-2(1H)-one